ClC1=NC2=CC=C(C=C2C=N1)Cl 2,6-dichloroquinazoline